CC1=C(C(=CC=C1)NCCC1=CC=C(C=C1)C)N methyl-N1-(4-methylphenylethyl)benzene-1,2-diamine